CC1=C(CNC=2C=3N(C=C(C2)NC(=O)NCCO)C(=C(N3)C)C)C(=CC=C1)C 1-(8-((2,6-dimethylbenzyl)amino)-2,3-dimethylimidazo[1,2-a]pyridin-6-yl)-3-(2-hydroxyethyl)urea